N1N=NN=C1C1=C(C=CC=C1)C1=CC(=CC(=N1)N(CC(C)C)CC1=CC=CC=C1)NC1=CC(=CC(=C1)OC)F 6-(2-(1H-tetrazol-5-yl)phenyl)-N2-benzyl-N4-(3-fluoro-5-methoxyphenyl)-N2-isobutylpyridine-2,4-diamine